(E)-N-(3-(5-fluoro-4-(m-tolylamino)pyrimidin-2-ylamino)phenyl)-4-((2-methoxyethyl)(methyl)amino)but-2-enamide FC=1C(=NC(=NC1)NC=1C=C(C=CC1)NC(\C=C\CN(C)CCOC)=O)NC=1C=C(C=CC1)C